N=1C=2N(C=CC1N1CCC(CC1)N1CCN(CC1)CC=1C=C3CN(C(C3=CC1)=O)N1C(NC(CC1)=O)=O)C1=C(N2)C=CC=C1 1-(5-((4-(1-(benzo[4,5]imidazo[1,2-a]pyrimidin-2-yl)piperidin-4-yl)piperazin-1-yl)methyl)-1-oxoisoindolin-2-yl)dihydropyrimidine-2,4(1H,3H)-dione